ClC=1C(=CC(=NC1)NC1=NC=CC(=C1)C1CCN(CC1)C)NC1=C(C=CC=C1)P(C)C (2-((5-chloro-2-((4-(1-methylpiperidin-4-yl)pyridin-2-yl)amino)pyridin-4-yl)amino)phenyl)dimethylphosphine